methyl 3-(pyridin-4-yl)-1,2-benzoxazole-6-carboxylate N1=CC=C(C=C1)C1=NOC2=C1C=CC(=C2)C(=O)OC